2,2-bis(3-amino-4-hydroxyphenyl)dimethylpropane NC=1C=C(C=CC1O)C(C(C)C)(C)C1=CC(=C(C=C1)O)N